1-(5-((2-chloro-3-(1H-pyrazol-1-yl)phenyl)thio)pyrazin-2-yl)-4'H,6'H-spiro[piperidine-4,5'-pyrrolo[1,2-b]pyrazol]-4'-amine ClC1=C(C=CC=C1N1N=CC=C1)SC=1N=CC(=NC1)N1CCC2(C(C=3N(N=CC3)C2)N)CC1